C(C)OC(COC1=NOC(=C1)C(C(=O)N1[C@@H](C[C@H](C1)O)C(=O)N[C@@H](C)C1=CC=C(C=C1)C1=C(N=CS1)C)C(C)C)OCC (2S,4R)-1-[2-[3-(2,2-diethoxyethoxy)isoxazol-5-yl]-3-methyl-butyryl]-4-hydroxy-N-[(1S)-1-[4-(4-methylthiazol-5-yl)phenyl]ethyl]pyrrolidine-2-carboxamide